1,1,1,3,3,3-hexafluoro-propan-2-yl (R or S)-1-((2-oxaspiro[3.3]-heptan-6-yl)-carbamoyl)-6-azaspiro[2.5]-octane-6-carboxylate C1OCC12CC(C2)NC(=O)[C@@H]2CC21CCN(CC1)C(=O)OC(C(F)(F)F)C(F)(F)F |o1:10|